C(CCC)C(C(=O)O)CC.C(CCC)(=O)OCCCC butyl butanoate (butyl butyrate)